C1(CCCCC1)N(C)CC=1NC2=CC(=CC=C2C1)CNC(=O)C=1N=C2N(C(C1)=O)C=CC=C2 N-[[2-[(cyclohexyl-methylamino)methyl]-1H-indol-6-yl]methyl]-4-oxo-pyrido[1,2-a]pyrimidine-2-carboxamide